C(C=C)C(C(=O)O)=CC1=CC=CC=C1 allyl-cinnamic acid